3-fluoro-5-(3-(methoxy-d3)phenyl)pyridin-2-amine FC=1C(=NC=C(C1)C1=CC(=CC=C1)OC([2H])([2H])[2H])N